C(C)OC1=CC=C(C=C1)C1=C(C=2CC3=CC=CC=C3C2C=C1)C1=CC=C(C=C1)OCC bis(4-ethoxyphenyl)fluorene